C(C)(CC)C1C(NC2=C(CN1C(=O)N(C1CN(CC1)C)C)C=CC=C2)=O 3-(sec-butyl)-N-methyl-N-(1-methylpyrrolidin-3-yl)-2-oxo-1,2,3,5-tetrahydro-4H-benzo[1,4]diazepine-4-carboxamide